NC1=C(C=C(N=N1)C1=C(C=CC=C1)O)N1CC2CCC(C1)N2C2=CC(=NC=C2)C#CC(C)N 2-(6-amino-5-(8-(2-(3-aminobut-1-yn-1-yl)pyridin-4-yl)-3,8-diazabicyclo[3.2.1]octan-3-yl)pyridazin-3-yl)phenol